[4-Bromo-1-(difluoromethyl)pyrazol-3-yl]methanol BrC=1C(=NN(C1)C(F)F)CO